C[C@H](CC)N1C(C=2N(C=3N(C(C2C1)=O)N=C(C3)C(C)(C)C)CC(=O)OCC)=O |r| ethyl {6-[(±)-butan-2-yl]-2-tert-butyl-5,8-dioxo-5,6,7,8-tetrahydro-4H-pyrazolo[1,5-a]pyrrolo[3,4-d]pyrimidin-4-yl}acetate